ClC1=CC=C(C=C1)NS(=O)(=O)C=1C=C(C=NC1OC)NC(C1=CC=C(C=C1)N1CCN(CC1)CCC)=O N-(5-(N-(4-chlorophenyl)sulfamoyl)-6-methoxypyridin-3-yl)-4-(4-propylpiperazin-1-yl)benzamide